(methyl)amino-1-(3,5-bis(2-(methylsulfonyl)pyrimidin-5-yl)phenyl)-1-oxo-5,8,11,14,17-pentaoxa-2-azaeicosane-20-carboxylic acid CNN(C(=O)C1=CC(=CC(=C1)C=1C=NC(=NC1)S(=O)(=O)C)C=1C=NC(=NC1)S(=O)(=O)C)CCOCCOCCOCCOCCOCCCC(=O)O